ClC1=C2CCC3(CCC=4C(=NC(=NC4C3F)SC)Cl)C2=CC=C1 4,4'-dichloro-8'-fluoro-2'-(methylthio)-2,3,5',8'-tetrahydro-6'H-spiro[indene-1,7'-quinazoline]